(E)-3-(tert-butyl)-N-(2-fluoro-4-(2-(2-(4-morpholinobut-2-enamido)phenyl)-3H-imidazo[4,5-b]pyridin-7-yl)benzyl)-1,2,4-oxadiazole-5-carboxamide C(C)(C)(C)C1=NOC(=N1)C(=O)NCC1=C(C=C(C=C1)C1=C2C(=NC=C1)NC(=N2)C2=C(C=CC=C2)NC(\C=C\CN2CCOCC2)=O)F